[Na].OC1(CCCC=2SC(=CC21)S(=O)(=O)NC(NC2=C1CCCC1=CC=C2C2=CC(=NC=C2)OC)=O)C ((4-Hydroxy-4-methyl-4,5,6,7-tetrahydrobenzo[b]thiophen-2-yl)sulfonyl)((5-(2-methoxypyridin-4-yl)-2,3-dihydro-1H-inden-4-yl)carbamoyl)amine sodium salt